[As](=S)=S Arsenic disulphide